ClC=1C(=NC(=C(C(=O)O)C1)NC1=C(C=C(C=C1)F)C)C 5-chloro-2-((4-fluoro-2-methyl-phenyl)amino)-6-methylnicotinic acid